benzyl N-[1-[(3R,4S)-4-[tert-butyl(diphenyl)silyl]oxy-3-cyano-tetrahydrofuran-3-yl]-4-piperidyl]carbamate [Si](C1=CC=CC=C1)(C1=CC=CC=C1)(C(C)(C)C)O[C@H]1[C@](COC1)(C#N)N1CCC(CC1)NC(OCC1=CC=CC=C1)=O